C(C)(=O)C1=CC(=C(C2=C1C(=C(S2)NCC2=C(C=CC=C2)C)C(=O)[O-])CN(C)C)O acetyl(2-methylbenzyl)amino-7-[(dimethylamino)methyl]-6-hydroxy-1-benzothiophene-3-carboxylate